FC(COC(N(C1=NC=C(C=C1)C=1C=NC(=NC1)OC)[C@@H]1CC[C@H](CC1)NC1=NC=C(C(=N1)C=1C=NC=C(C1)S(=O)(=O)C)C(F)(F)F)=O)F 2,2-difluoroethyl(trans-4-((4-(5-(methanesulfonyl)-pyridin-3-yl)-5-(trifluoromethyl)pyrimidin-2-yl)amino)cyclohexyl)(5-(2-methoxypyrimidin-5-yl)pyridin-2-yl)carbamate